(2S,4R)-tert-butyl 4-(benzyl(methyl)amino)-2-(hydroxymethyl)pyrrolidine-1-carboxylate C(C1=CC=CC=C1)N([C@@H]1C[C@H](N(C1)C(=O)OC(C)(C)C)CO)C